BrC=1C=C2C(CCOC2=CC1)=O 6-bromo-2,3-dihydro-4H-chromen-4-one